C(C)N(C(C1=C(C=CC(=C1)F)OC=1C(=NC=NC1)N1C[C@H](CC1)CN1CC2(C1)CC(C2)NS(=O)(=O)CC)=O)C(C)C (R)-N-ethyl-2-((4-(3-((6-(ethanesulfonamido)-2-azaspiro[3.3]heptan-2-yl)methyl)pyrrolidin-1-yl)pyrimidin-5-yl)oxy)-5-fluoro-N-isopropylbenzamide